CC1CNCCC1=O 3-methylpiperidin-4-one